N=1C=NN2C1C=C(C=C2)OC2=CC(=C(C=C2C)NC=2C1=C(N=CN2)C=CC(=N1)N1CCN(CC1)C(C=C)=O)OC 1-(4-(4-((4-([1,2,4]triazolo[1,5-a]pyridin-7-yloxy)-2-methoxy-5-methylphenyl)amino)pyrido[3,2-d]pyrimidin-6-yl)piperazin-1-yl)prop-2-en-1-one